(1R,4s)-4-(2-((1S,3R)-3-hydroxycyclohexylamino)-8-(2,4,6-trifluorophenylamino)-9H-purin-9-yl)-1-methylcyclohexanecarboxamide O[C@H]1C[C@H](CCC1)NC1=NC=C2N=C(N(C2=N1)C1CCC(CC1)(C(=O)N)C)NC1=C(C=C(C=C1F)F)F